Tert-butyl (2-(benzo[d][1,3]dioxol-4-ylamino)-6-((2,3-dihydro-1H-inden-2-yl)carbamoyl)-pyridin-4-yl)carbamate O1COC2=C1C=CC=C2NC2=NC(=CC(=C2)NC(OC(C)(C)C)=O)C(NC2CC1=CC=CC=C1C2)=O